CC(C)(C)C1=CC(=C(C(=C1)N)N)[N+](=O)[O-] 5-(2-methylpropan-2-yl)-3-nitrobenzene-1,2-diamine